2-(3-fluoro-5-methoxy-4-(2-methoxyvinyl)phenyl)-4,4,5,5-tetramethyl-1,3,2-dioxaborolan FC=1C=C(C=C(C1C=COC)OC)B1OC(C(O1)(C)C)(C)C